ClC1=C(C=C(OC2=CC(=C(C=C2)NC(OCC=2C(=C3C(N(CC3=CC2)C2C(NC(CC2)=O)=O)=O)OC)=O)F)C=C1)F [2-(2,6-dioxopiperidin-3-yl)-4-methoxy-3-oxo-2,3-dihydro-1H-isoindol-5-yl]methyl N-[4-(4-chloro-3-fluorophenoxy)-2-fluorophenyl]carbamate